ethyl 3-(2-methylphenyl)-3-oxopropionate CC1=C(C=CC=C1)C(CC(=O)OCC)=O